N[C@@H]1CN(CC[C@H]1F)C1=NC2=C(N1CC(=O)N(C1COCC1)C)C=C(C(=C2)F)F 2-(2-((3R,4R)-3-Amino-4-fluoropiperidin-1-yl)-5,6-difluoro-1H-benzo[d]imidazol-1-yl)-N-methyl-N-(tetrahydrofuran-3-yl)acetamid